N1N=CC(=C1)C=1C=CC2=C(C1)OCC=1N=C(SC12)N(C1CC2CCCC(C1)N2C(=O)OC(C)(C)C)C tert-butyl 3-((7-(1H-pyrazol-4-yl)-4H-chromeno[3,4-d]thiazol-2-yl) (methyl) amino)-9-azabicyclo[3.3.1]nonane-9-carboxylate